2-[bis(3,5-dimethylphenyl)phosphino]benzaldehyde CC=1C=C(C=C(C1)C)P(C1=C(C=O)C=CC=C1)C1=CC(=CC(=C1)C)C